fluoro-N-(piperidin-4-yl)quinolin-3-amine hydrochloride Cl.FC1=NC2=CC=CC=C2C=C1NC1CCNCC1